NC1=CC(=C(C=C1)NC1=NC2=CC=CC=C2C(=C1)C(F)(F)F)OC N-(4-amino-2-methoxyphenyl)-4-trifluoromethylquinolin-2-amine